FC(C(/C=C/COC(C1=C(C=CC(=C1)Cl)[N+](=O)[O-])=O)=O)(C1=CC=CC=C1)F (E)-5,5-difluoro-4-oxo-5-phenylpent-2-en-1-yl-5-chloro-2-nitrobenzoate